BrC1=C(C=C(C(=N1)C1=CN=C2N1N=C(C(=C2)OC)N2C(CCC2)=O)F)F 1-[3-(6-bromo-3,5-difluoro-2-pyridyl)-7-methoxy-imidazo[1,2-b]pyridazin-6-yl]pyrrolidin-2-one